ClC1=CC=C2C(=C(NC2=C1O)C1=NN=C(N1)C(F)(F)F)C=1C=NNC1 6-chloro-3-(1H-pyrazol-4-yl)-2-(5-(trifluoromethyl)-4H-1,2,4-triazol-3-yl)-1H-indol-7-ol